tert-butyl 2-[[(4-methylbenzenesulfonyl)oxy]methyl]morpholine-4-carboxylate CC1=CC=C(C=C1)S(=O)(=O)OCC1CN(CCO1)C(=O)OC(C)(C)C